2-[1-(3-chlorophenyl)-1H-pyrazol-4-yl]-N-propyl-N-[(3R)-pyrrolidin-3-yl]-1,3-thiazole-4-carboxamide ClC=1C=C(C=CC1)N1N=CC(=C1)C=1SC=C(N1)C(=O)N([C@H]1CNCC1)CCC